ethylene lysinylaspartate N[C@@H](CCCCN)C(=O)N[C@H]1CC(=O)OCCOC1=O